trans-2-(S)-(4-(adamantan-1-ylmethoxy)-5-chloro-2-fluorophenyl)-sulfinylcyclopentanecarboxylic acid C12(CC3CC(CC(C1)C3)C2)COC2=CC(=C(C=C2Cl)S(=O)[C@@H]2[C@H](CCC2)C(=O)O)F